5-Methylidene-5,6,9,10,11,12-hexahydro-4H-[1,2]oxazolo[3,4-c]pyrido[4',3':3,4]pyrazolo-[1,5-a]azepin-3-amine hydrochloride Cl.C=C1CC=2C(C=3N(C1)N=C1C3CNCC1)=NOC2N